zirconium oxide aluminium lactate C(C(O)C)(=O)[O-].[Al+3].[O-2].[Zr+4]